FCCCN1[C@H]2[C@H]([C@H](C[C@@H]1CC2)C2=CC=C(C=C2)[Sn](C)(C)C)C(=O)OC (1R,2S,3S,5S)-Methyl 8-(3-Fluoropropyl)-3-[4-(Trimethylstannyl)Phenyl]-8-Azabicyclo[3.2.1]Octane-2-Carboxylate